COC=1C(=C2C=CNC2=C(C1)C)CN1C(CN(CC1)CCC(F)(F)F)C1=CC(=C(C(=O)O)C=C1)N1C(CCC1)=O 4-(1-((5-methoxy-7-methyl-1H-indol-4-yl)methyl)-4-(3,3,3-trifluoropropyl)piperazin-2-yl)-2-(2-oxopyrrolidin-1-yl)benzoic acid